(S)-N-{3-[1-cyclopropyl-1-(2,4-difluorophenyl)-ethyl]-1H-indol-7-yl}-methanesulfonamide C1(CC1)[C@](C)(C1=C(C=C(C=C1)F)F)C1=CNC2=C(C=CC=C12)NS(=O)(=O)C